O=C1C=2C=CC=3N(C2NC(=C1)C(F)(F)F)C=C(N3)C(=O)OCC ethyl 4-oxo-2-(trifluoromethyl)-1,4-dihydroimidazo[1,2-a][1,8]naphthyridine-8-carboxylate